4-methoxybenzeneacethydrazide COC1=CC=C(C=C1)CC(=O)NN